CCCCC(C#CC(CCCC)O)O 6-dodecyn-5,8-diol